4-amino-7-chloro-N-((5-cyclopropyl-2-pyridinyl)methyl)-N-(2-propanyl)-1,3-dihydrofuro[3,4-c]quinoline-8-carboxamide NC1=NC=2C=C(C(=CC2C2=C1COC2)C(=O)N(C(C)C)CC2=NC=C(C=C2)C2CC2)Cl